ClC1=C(C=CC(=C1)Cl)C1=CC(C=2C(=C3C=CC(OC3=CC2OC)(C)C)O1)=O 2-(2,4-dichlorophenyl)-5-methoxy-8,8-dimethyl-4H,8H-pyrano[2,3-f]chromen-4-one